[Ni].[In] Indium-nickel